C(C1=CC=CC=C1)(=O)OC[C@H]1CCC(O1)(C#N)Br (3r,4r,5r)-5-((benzoyloxy)methyl)-2-bromo-2-cyanotetrahydrofuran